(R)-2-(1-(piperidin-3-ylamino)pyrido[3,4-d]pyridazin-4-yl)-5-(trifluoromethyl)phenol N1C[C@@H](CCC1)NC1=C2C(=C(N=N1)C1=C(C=C(C=C1)C(F)(F)F)O)C=NC=C2